tert-butylisophthalic acid C(C)(C)(C)C1=C(C(=O)O)C=CC=C1C(=O)O